(S)-1-(3-((5-(4-fluorobenzoyl)-2-((4-(4-methylpiperazin-1-yl)phenyl)amino)-7H-pyrrolo[2,3-d]pyrimidin-4-yl)amino)pyrrolidin-1-yl)prop-2-en-1-one FC1=CC=C(C(=O)C2=CNC=3N=C(N=C(C32)N[C@@H]3CN(CC3)C(C=C)=O)NC3=CC=C(C=C3)N3CCN(CC3)C)C=C1